2-(2-{[(5-chloro-1H-1,3-benzodiazol-2-yl)methyl]carbamoyl}-2,3-dihydro-1H-inden-2-yl)acetic acid ClC1=CC2=C(NC(=N2)CNC(=O)C2(CC3=CC=CC=C3C2)CC(=O)O)C=C1